(S)-1-(3-bromobenzyl)-N-(3-(3-bromophenyl)-1-(methylamino)-1-oxopropan-2-yl)-3-phenyl-1H-pyrazole-5-carboxamide BrC=1C=C(CN2N=C(C=C2C(=O)N[C@H](C(=O)NC)CC2=CC(=CC=C2)Br)C2=CC=CC=C2)C=CC1